COC=1C=C(C=CC1OC)C=CC1=CC(=CC(=C1)OC)OC 3,4,3',5'-tetramethoxystilbene